4-((6-(methylcarbamoyl)imidazo[4,5-c]pyridin-3-yl)methyl)phenylboronic acid CNC(=O)C1=CC2=C(C=N1)N(C=N2)CC2=CC=C(C=C2)B(O)O